CC1=CC/C(=C(/C)\CCC=C(C)C)/CC1 γ-bisabolene